C1(=CC=CC=C1)C(CCC(=O)O)C1=CC=CC=C1 4,4-diphenylbutyric acid